NC1=NC=2C=CC(=CC2C2=C1C=NN2C)C(=O)N(CC2=CC=C(C=C2)C(F)(F)F)OCC=CCl 4-amino-N-((3-chloroallyl)oxy)-1-methyl-N-(4-(trifluoromethyl)benzyl)-1H-pyrazolo[4,3-c]quinoline-8-carboxamide